11-keto-5α-androstanedione O=C1[C@@H]2[C@]3(CCC(C[C@@H]3CC[C@H]2[C@@H]2CCC([C@@]2(C)C1)=O)=O)C